C(CCCCC)[S+](C1=CC=CC=C1)CCCCCC Dihexylphenyl-sulfonium